Cl.CN1N=CC(=C1)S(=O)(=O)NN[C@H]1CN(CCC1)C (1-methyl-1H-pyrazol-4-yl)-N-[(3R)-1-methylpiperidin-3-yl]amino-sulfonamide hydrochloride